1-cyclohexyl-N4-phenylbenzene-1,4-diamine C1(CCCCC1)C1(CC=C(C=C1)NC1=CC=CC=C1)N